bis-fluorocyanoindenedione FC=1C(=C2C(C(C(C2=CC1)=O)=O)C#N)F